3-methyl-N-(quinolin-8-yl)pyridine-4-sulfonamide CC=1C=NC=CC1S(=O)(=O)NC=1C=CC=C2C=CC=NC12